tert-butyl (2-amino-4-methyl-5-(4-morpholinopiperidin-1-yl)phenyl)carbamate NC1=C(C=C(C(=C1)C)N1CCC(CC1)N1CCOCC1)NC(OC(C)(C)C)=O